(phenanthrylphenyl)(biphenyl) methyl-4-{4-[(tert-butoxycarbonyl)amino]-4-ethylpiperidin-1-yl}-2-ethyl-6-fluoroindazole-7-carboxylate COC(=O)C1=C(C=C(C2=CN(N=C12)CC)N1CCC(CC1)(CC)NC(=O)OC(C)(C)C)F.C1(=CC=CC=2C3=CC=CC=C3C=CC12)C1=C(C=CC=C1)C1=C(C=CC=C1)C1=CC=CC=C1